C(C)(C)(C)C1=CC(=C(N)C=C1)C 4-tert-butyl-2-methyl-aniline